SCCCCCCCCCCCO 1-mercapto-11-undecanol